FC1(CC1)C1=NN(C=C1)C=1C=CC(=C(O\C(\C(=O)OC)=C/OC)C1)C methyl (Z)-2-[5-[3-(1-fluorocyclopropyl)pyrazol-1-yl]-2-methyl-phenoxy]-3-methoxy-prop-2-enoate